N-(4-formylphenyl)-N-methylacrylamide C(=O)C1=CC=C(C=C1)N(C(C=C)=O)C